(3,5-bis(trifluoromethyl)-1H-pyrazol-1-yl)zinc (II) borohydride [BH4-].FC(C1=NN(C(=C1)C(F)(F)F)[Zn+])(F)F